4-bromo-3-(difluoromethyl)pyrazolo[1,5-a]pyridine-5-carboxylic acid methyl ester COC(=O)C1=C(C=2N(C=C1)N=CC2C(F)F)Br